(1S)-1-(6-fluoro-2-methyl-1,3-benzothiazol-5-yl)ethanol FC1=CC2=C(N=C(S2)C)C=C1[C@H](C)O